N1CCC(CC1)NC=1SC2=C(N=NC(=C2)C2=C(C=C(C=C2)C=2C=NNC2)O)N1 2-{6-[(Piperidin-4-yl)amino][1,3]thiazolo[4,5-c]pyridazin-3-yl}-5-(1H-pyrazol-4-yl)phenol